3-(5-Bromopyridin-2-yl)-6-((6-(methoxy-d3)pyridin-3-yl)methyl)-3,6-diazabicyclo[3.1.1]Heptane BrC=1C=CC(=NC1)N1CC2N(C(C1)C2)CC=2C=NC(=CC2)OC([2H])([2H])[2H]